IC=1C=NN(C1C)CC1=C(C=CC=C1)OCC1(COC1)C 4-iodo-5-methyl-1-(2-((3-methyloxetan-3-yl)methoxy)benzyl)-1H-pyrazole